N-(4-amino-2-ethylphenyl)acetamide NC1=CC(=C(C=C1)NC(C)=O)CC